5-[2-chloro-4-(difluoromethoxy)-3-fluoro-phenyl]-N-[3-chloro-4-[4-(1-methylpiperidine-4-carbonyl)piperazine-1-carbonyl]phenyl]-1-methyl-imidazole-2-carboxamide ClC1=C(C=CC(=C1F)OC(F)F)C1=CN=C(N1C)C(=O)NC1=CC(=C(C=C1)C(=O)N1CCN(CC1)C(=O)C1CCN(CC1)C)Cl